[C@H]12[C@@H](C[C@H](CC1)O2)N(C(C2=C(C=CC(=C2)F)OC=2C=NC=NC2)=O)C(C)C N-((1R,2R,4S)-7-Oxabicyclo[2.2.1]heptan-2-yl)-5-fluoro-N-isopropyl-2-(pyrimidin-5-yloxy)benzamide